3-phenylpropyloxy-propan-1,2-diol C1(=CC=CC=C1)CCCOC(C(C)O)O